5-chloro-4-(cyclohexyloxy)-7-nitroquinolin-8-ol ClC1=C2C(=CC=NC2=C(C(=C1)[N+](=O)[O-])O)OC1CCCCC1